5-bromo-1-(1-phenylvinyl)-1H-indole BrC=1C=C2C=CN(C2=CC1)C(=C)C1=CC=CC=C1